5-iodo-3-((2-methoxyethyl)amino)-4H-benzo[e][1,2,4]thiadiazine 1,1-dioxide IC1=CC=CC2=C1NC(=NS2(=O)=O)NCCOC